tert-butyl (3,6-dicyano-8,8-dimethyl-7,8-dihydro-6H-cyclopenta[e]pyrazolo[1,5-a]pyridin-2-yl)carbamate C(#N)C=1C(=NN2C1C=CC1=C2C(CC1C#N)(C)C)NC(OC(C)(C)C)=O